(2Z)-3-ethoxy-2-fluoroprop-2-enoic acid ethyl ester C(C)OC(/C(=C/OCC)/F)=O